carboxyl-aminoamide C(=O)(O)[N-]N